(1S,2S)-N-(6-(((6-chloroimidazo[1,2-a]pyridin-2-yl)methyl)amino)pyrimidin-4-yl)-2-(3-chlorophenyl)cyclopropane-1-carboxamide ClC=1C=CC=2N(C1)C=C(N2)CNC2=CC(=NC=N2)NC(=O)[C@@H]2[C@H](C2)C2=CC(=CC=C2)Cl